(2S,3R,6S)-4-Benzyl-3-(((tert-butyldiphenylsilyl)oxy)methyl)-2,6-dimethylmorpholine C(C1=CC=CC=C1)N1[C@@H]([C@@H](O[C@H](C1)C)C)CO[Si](C1=CC=CC=C1)(C1=CC=CC=C1)C(C)(C)C